C(CCCC)NCCCCC diamyl-amine